BrC1=CC(N(C=C1)C1=CC=C(C=C1)O[Si](C)(C)C(C)(C)C)=O 4-bromo-1-{4-[(tert-butyldimethylsilyl)oxy]phenyl}-1,2-dihydropyridin-2-one